ClC=1C=C(C=CC1C)NC(OC1=CC(=CC=C1)NC=1C(N(C(C1)=O)C1C(NC(CC1)=O)=O)=O)=O 3-((1-(2,6-dioxopiperidin-3-yl)-2,5-dioxo-2,5-dihydro-1H-pyrrol-3-yl)amino)phenyl (3-chloro-4-methylphenyl)carbamate